N-(2-((1S,3S,5S)-3-Cyano-2-azabicyclo[3.1.0]hexan-2-yl)-2-oxoethyl)-7-(trifluoromethyl)quinoline-4-carboxamide C(#N)[C@H]1N([C@H]2C[C@H]2C1)C(CNC(=O)C1=CC=NC2=CC(=CC=C12)C(F)(F)F)=O